C1C(CCCC1)C(=NO)C=NO 2-cyclohexylglyoxime